(S)-N-((R,E)-3-((tert-butyldimethylsilyl)oxy)-2-(4-chloro-2-(methylthio)pyrimidin-5-yl)-2-methylpropylidene)-2-methylpropane-2-sulfonamide [Si](C)(C)(C(C)(C)C)OC[C@](\C=N\S(=O)(=O)C(C)(C)C)(C)C=1C(=NC(=NC1)SC)Cl